C(C)(C)(C)OC(N(C(=O)OC(C)(C)C)C1=NC=CC(=C1F)CC=1C=NC=C(C1C)OCC1=CC=CC=C1)=O N-[4-[(5-benzyloxy-4-methyl-3-pyridinyl)methyl]-3-fluoro-2-pyridinyl]-N-tert-butoxycarbonyl-carbamic acid tert-butyl ester